C(C)(C)(C)C=1C=C(C(=CC1)O)O 4-tert-butyl-1,2-benzenediol